CN(CCCC(=O)NN(CCCCCCCC\C=C/C\C=C/CCCCC)CCCCCCCC\C=C/C\C=C/CCCCC)C 4-(dimethylamino)-N',N'-di((9Z,12Z)-octadeca-9,12-dien-1-yl)butanehydrazide